C(C1=CC=CC=C1)OC(=O)[C@H]1NC[C@H](C1)C1=CC=CC=C1 (2S,4R)-4-phenylpyrrolidine-2-carboxylic acid benzyl ester